2-(1-cyclobutyl-1H-1,3-benzodiazol-2-yl)-5-hydroxy-1-methyl-6-oxo-1,6-dihydropyrimidine-4-carboxylic acid C1(CCC1)N1C(=NC2=C1C=CC=C2)C=2N(C(C(=C(N2)C(=O)O)O)=O)C